(ethoxyl)bisphenol A diacrylate C(C=C)(=O)O.C(C=C)(=O)O.O(CC)C1=C(O)C=CC(=C1)C(C)(C)C1=CC=C(C=C1)O